6-(3-amino-phenyl)-N-benzyl-pyrazin-2-amine NC=1C=C(C=CC1)C1=CN=CC(=N1)NCC1=CC=CC=C1